3-hydroxy-8-methyl-8-azabicyclo[3.2.1]octan OC1CC2CCC(C1)N2C